FC(C1=CC=C2C(=CC=NC2=C1)NC1=C(C=C(C=C1)C(=O)N1CC(C1)OC)OC)F (4-((7-(di-fluorometh-yl)quinolin-4-yl)amino)-3-methoxy-phenyl)(3-methoxyazetidin-1-yl)-methanone